FC(C=1C=C(C=C(C1)C(F)(F)F)B(O)O)(F)F 3,5-Ditrifluoromethylbenzeneboronic acid